NC1=C(C=C(C=C1C(C)C)F)C1=CC(=NC=C1)C#N 4-(2-amino-5-fluoro-3-isopropyl-phenyl)pyridine-2-carbonitrile